((1S,2R)-2-fluorocyclopropyl)(3-(2-(2-(methylamino)pyridin-4-yl)-3H-imidazo[4,5-b]pyridin-7-yl)-3,8-diazabicyclo[3.2.1]oct-8-yl)methanone F[C@H]1[C@@H](C1)C(=O)N1C2CN(CC1CC2)C2=C1C(=NC=C2)NC(=N1)C1=CC(=NC=C1)NC